C=1([O-])C([O-])=CC=CC1.C=1([O-])C([O-])=CC=CC1.C=1([O-])C([O-])=CC=CC1.[Ti+4].[Na+].[Na+] Disodium titanium(IV) triscatecholate